methyl (S)-2-((2-((4-chloro-2-fluorobenzyl) oxy)-3-methyl-5,8-dihydro-1,7-naphthyridin-7(6H)-yl) methyl)-1-(oxetan-2-ylmethyl)-1H-benzo[d]imidazole-6-carboxylate ClC1=CC(=C(COC2=NC=3CN(CCC3C=C2C)CC2=NC3=C(N2C[C@H]2OCC2)C=C(C=C3)C(=O)OC)C=C1)F